NC1CC(CCC1O)C(C(F)(F)F)(C(F)(F)F)C1CC(C(CC1)O)N 2,2-bis(3-amino-4-hydroxycyclohexyl)hexafluoro-propane